ClC(=O)OC(C)Cl chloro(1-chloroethoxy)methanone